N1C=C(C2=CC=CC=C12)C1=NC(=NC=C1C(F)(F)F)N[C@H]1C[C@H](CCC1)C1=NN=C2N1C=CC=C2S(=O)(=O)C 4-(1H-indol-3-yl)-N-[(1R,3S)-3-(8-methylsulfonyl-[1,2,4]triazolo[4,3-a]pyridin-3-yl)cyclohexyl]-5-(trifluoromethyl)pyrimidin-2-amine